Propyl 4-[(2S)-2-hydroxy-3-{[3-(1-methyl-1H-pyrazol-4-yl)phenyl]formamido}propanamido]-2-methyl-1H-imidazole-1-carboxylate O[C@H](C(=O)NC=1N=C(N(C1)C(=O)OCCC)C)CNC(=O)C1=CC(=CC=C1)C=1C=NN(C1)C